C(C)(C)(C)OC(=O)N1CC(N(CC1)C1=CC(=C(C=C1)Cl)Cl)C.FC(C=1C=C(C=CC1N)C(C)(C)C1=CC(=C(C=C1)N)C(F)(F)F)(F)F 2,2-bis(3-trifluoromethyl-4-aminophenyl)propane Tert-butyl-4-(3,4-dichlorophenyl)-3-methylpiperazine-1-carboxylate